N-((1s,3s)-3-((5-(1,3,4-thiadiazol-2-yl)-1H-pyrrolo[2,3-b]pyridin-4-yl)amino)cyclobutyl)-3-cyanobenzenesulfonamide S1C(=NN=C1)C=1C(=C2C(=NC1)NC=C2)NC2CC(C2)NS(=O)(=O)C2=CC(=CC=C2)C#N